O=C1NC(CCC1N1C(C2=CC=C(C=C2C1=O)NCCCC1=C(C(=CC=C1)N1CCC(CC1)C1=CC=CC=C1)F)=O)=O 2-(2,6-dioxopiperidin-3-yl)-5-((3-(2-fluoro-3-(4-phenylpiperidin-1-yl)phenyl)propyl)amino)isoindoline-1,3-dione